4-(3-ethyl-4-methyl-5-oxo-4,5-dihydro-1H-1,2,4-triazol-1-yl)-5-fluoro-N-(4-methylpyridin-3-yl)-2-[(1S)-1-phenylethoxy]benzamide C(C)C1=NN(C(N1C)=O)C1=CC(=C(C(=O)NC=2C=NC=CC2C)C=C1F)O[C@@H](C)C1=CC=CC=C1